3-(4-((5-chlorothiophen-3-yl)methyl)piperazin-1-yl)-6-(1-methyl-1H-pyrazol-4-yl)pyrazolo[1,5-a]pyridine ClC1=CC(=CS1)CN1CCN(CC1)C=1C=NN2C1C=CC(=C2)C=2C=NN(C2)C